FC1=C(SC(=C1I)I)C(=O)OC Methyl 3-fluoro-4,5-diiodo-thiophene-2-carboxylate